3-(2-(2-((S)-1-methoxyethyl)pyridin-3-yl)-5-(pyrrolidin-3-yl)-1-(2,2,2-trifluoroethyl)-1H-indol-3-yl)-2,2-dimethylpropyl acetate C(C)(=O)OCC(CC1=C(N(C2=CC=C(C=C12)C1CNCC1)CC(F)(F)F)C=1C(=NC=CC1)[C@H](C)OC)(C)C